dibenzyl 2-[5-(1-{[(3-chlorophenyl)(2,4-dimethylphenyl)methyl]carbamoyl}cyclopropyl)-1H-indol-3-yl]ethyl phosphate P(=O)(OCC1=CC=CC=C1)(OCC1=CC=CC=C1)OCCC1=CNC2=CC=C(C=C12)C1(CC1)C(NC(C1=C(C=C(C=C1)C)C)C1=CC(=CC=C1)Cl)=O